(+/-)-cis-N-(3-((2-(5-fluoro-1-tosyl-1H-pyrrolo[2,3-b]pyridin-3-yl)-7-methyl-7H-pyrrolo[2,3-d]pyrimidin-4-yl)amino)cyclohexyl)-1-methyl-1H-imidazole-4-carboxamide FC=1C=C2C(=NC1)N(C=C2C=2N=C(C1=C(N2)N(C=C1)C)N[C@H]1C[C@H](CCC1)NC(=O)C=1N=CN(C1)C)S(=O)(=O)C1=CC=C(C)C=C1 |r|